COC=1C=C2C(=CC=NC2=CC1OCCCN1CCC(CC1)C)OC1=CC=C(C=C1)NC(=O)C1=NC=CN(C1=O)C1=CC=C(C=C1)F N-(4-{6-methoxy-7-[3-(4-methyl-1-piperidinyl)propoxy]quinolin-4-yloxy}phenyl)-3-oxo-4-(4-fluorophenyl)-3,4-dihydropyrazine-2-carboxamide